COC=1C=C2CCN3C(C2=CC1C1=NN(C=C1)C)=C(N=C3C(=O)N3[C@](CCC3)(C#N)C)C=3SC=CC3 (R)-1-(8-methoxy-9-(1-methyl-1H-pyrazol-3-yl)-1-(thiophen-2-yl)-5,6-dihydroimidazo[5,1-a]isoquinoline-3-carbonyl)-2-methylpyrrolidine-2-carbonitrile